3-[2-[1-(2-chloroacetyl)-4-piperidyl]thiazol-4-yl]-4,5-dihydroisoxazol ClCC(=O)N1CCC(CC1)C=1SC=C(N1)C1=NOCC1